C(=O)C1=CC=C(C(=O)OC(C)(C)C)C=C1 tert-butyl 4-formylbenzoate